9-Carboxy-3-(dimethyliminio)-6,7-dihydroxy-10-methyl-3H-phenoxazin-10-ium iodide [I-].C(=O)(O)C=1C=C(C(=C2OC3=CC(C=CC3=[N+](C12)C)=[N+](C)C)O)O.[I-]